C(CC)OC(CCCCCCC=CC=CCC)OCCC 13,13-dipropyloxy-3,5-tridecadiene